(R)-N-(1-(2-(5-((cyclopentylamino)methyl)thiophen-2-yl)quinolin-4-yl)ethyl)-5-(2-(dimethylamino)ethoxy)-2-methylbenzamide C1(CCCC1)NCC1=CC=C(S1)C1=NC2=CC=CC=C2C(=C1)[C@@H](C)NC(C1=C(C=CC(=C1)OCCN(C)C)C)=O